5-bromo-3-fluoro-2-(1-methoxycyclobutyl)pyridin-4-amine BrC=1C(=C(C(=NC1)C1(CCC1)OC)F)N